(R)-N-(8,9-difluoro-6-oxo-1,4,5,6-tetrahydro-2H-pyrano[3,4-c]isoquinolin-1-yl)-N-methyl-1H-indazole-6-carboxamide FC=1C(=CC=2C3=C(NC(C2C1)=O)COC[C@@H]3N(C(=O)C3=CC=C1C=NNC1=C3)C)F